C1(=CC=CC=C1)C(CCC(=O)[O-])C 4-phenyl-pentanoate